C(#N)[C@H](C[C@H]1C(NCC1)=O)NC(=O)[C@@H]1[C@H]2C([C@H]2CN1C([C@H](CC(F)(F)F)NC(C(F)(F)F)=O)=O)(C)C (1R,2S,5S)-N-{(1S)-1-cyano-2-[(3S)-2-oxopyrrolidin-3-yl]ethyl}-6,6-dimethyl-3-{(2S)-4,4,4-trifluoro-2-[(trifluoroacetyl)amino]butanoyl}-3-azabicyclo[3.1.0]hexane-2-carboxamide